CC=1N(C2=CC=CC=C2C1)CCCCCCCC methyl-1-octyl-1H-indole